[(2R,3S,4R,5R)-5-[6-chloro-4-[[(1S)-1-(4-fluorophenyl)ethyl]-amino]pyrazolo[3,4-d]-pyrimidin-1-yl]-3,4-dihydroxy-tetrahydro-furan-2-yl]methoxy-methylphosphonic acid ClC1=NC(=C2C(=N1)N(N=C2)[C@H]2[C@@H]([C@@H]([C@H](O2)COCP(O)(O)=O)O)O)N[C@@H](C)C2=CC=C(C=C2)F